((4-Bromo-6,7-difluoro-1-(triisopropylsilyl)-1H-indol-5-yl)(hydroxy)methyl)picolinonitrile BrC1=C2C=CN(C2=C(C(=C1C(O)C=1C(=NC=CC1)C#N)F)F)[Si](C(C)C)(C(C)C)C(C)C